BrC1=C(C(=CC=C1)Cl)C1CC(=NO1)C=1N=C(SC1)C1CCN(CC1)C(COC1=NC=CN=C1SC)=O 1-(4-(4-(5-(2-bromo-6-chlorophenyl)-4,5-dihydroisoxazol-3-yl)thiazol-2-yl)piperidin-1-yl)-2-((3-(methylthio)pyrazin-2-yl)oxy)ethan-1-one